(8aS,12aS,Z)-6,9,9,12a-tetramethyl-3,4,7,8,8a,9,10,11,12,12a-decahydro-2H-benzo[b]oxecine C/C=1/CC[C@@H]2[C@@](OCCC\C1)(CCCC2(C)C)C